spiro[naphthalene-1,4'-piperidin]-2-amine N1CCC2(CC1)C(C=CC1=CC=CC=C12)N